tert-butyl (3S)-4-(7-chloro-3-(6-oxaspiro[2.5]octane-1-carboxamido) isoquinolin-6-yl)-3-methylpiperazine-1-carboxylate ClC1=C(C=C2C=C(N=CC2=C1)NC(=O)C1CC12CCOCC2)N2[C@H](CN(CC2)C(=O)OC(C)(C)C)C